BrC=1C=C(C=CC1)NC1=NC(=NC=C1C(N)=O)N1C[C@H](CCC1)NC(OC(C)(C)C)=O (S)-tert-butyl (1-(4-((3-bromophenyl)amino)-5-carbamoylpyrimidin-2-yl) piperidin-3-yl)carbamate